NC1=NC=2C=CC=CC2C2=C1N=C(N2CC(C)(O)C)COCC 1-[4-amino-2-(ethoxymethyl)imidazo[4,5-c]quinolin-1-yl]-2-methyl-propan-2-ol